bis[4-(4-aminophenoxy)phenyl]methane tert-butyl-3-(2-(1,3-dioxolan-2-yl)pyridin-4-yl)-4-oxopiperidine-1-carboxylate C(C)(C)(C)OC(=O)N1CC(C(CC1)=O)C1=CC(=NC=C1)C1OCCO1.NC1=CC=C(OC2=CC=C(C=C2)CC2=CC=C(C=C2)OC2=CC=C(C=C2)N)C=C1